Tert-butyl (3-exo)-3-(methyl (6-methyl-4-((5-methyl-1H-pyrazol-3-yl) amino) thieno[2,3-d]pyrimidin-2-yl) amino)-8-azabicyclo[3.2.1]octane-8-carboxylate CN(C1CC2CCC(C1)N2C(=O)OC(C)(C)C)C=2N=C(C1=C(N2)SC(=C1)C)NC1=NNC(=C1)C